(3S)-N-cyclopropyl-N-methyl-1-[3-pyrimidin-5-yl-1-(2-trimethylsilylethoxymethyl)pyrrolo[2,3-b]pyridin-4-yl]piperidin-3-amine C1(CC1)N([C@@H]1CN(CCC1)C1=C2C(=NC=C1)N(C=C2C=2C=NC=NC2)COCC[Si](C)(C)C)C